2-(6-fluoro-1,1-dimethyl-3H-2-benzofuran-5-yl)-4,4,5,5-tetramethyl-1,3,2-dioxaborolane FC=1C(=CC2=C(C(OC2)(C)C)C1)B1OC(C(O1)(C)C)(C)C